C(C)(=O)NC1=CC=C(C=C1)C1=CN=C2N1C=C(N=C2)C(=O)N(C)C2=C(C=CC=C2)Cl 3-(4-acetamidophenyl)-N-(2-chlorophenyl)-N-methyl-imidazo[1,2-a]pyrazine-6-carboxamide